C1(=CC=CC=C1)CS(=O)(=O)NCCOC1=CC=C2CCC3(C2=C1)CCC(CC3)C(=O)O 6'-{2-[(phenylmethanesulfonyl)amino]ethoxy}-2',3'-dihydrospiro[cyclohexane-1,1'-indene]-4-carboxylic acid